ethyl 2-((5-chloropyridin-2-yl) amino)-2-oxoacetate ClC=1C=CC(=NC1)NC(C(=O)OCC)=O